1-(3-((2,5-dichloropyrimidin-4-yl)amino)propyl)azepan-2-one ClC1=NC=C(C(=N1)NCCCN1C(CCCCC1)=O)Cl